sodium silicon phosphorus oxide [P]=O.[Si].[Na]